6-methoxy-2-((5r,8r)-1-methyl-2-oxo-1-azaspiro[4.5]Decane-8-yl)-2H-indazole-5-carboxamide COC=1C(=CC2=CN(N=C2C1)C1CCC2(CCC(N2C)=O)CC1)C(=O)N